(R)-N-(1-(6-hydroxy-9H-pyrido[3,4-b]indol-1-yl)-2-phenylethyl)acetamide OC=1C=C2C3=C(NC2=CC1)C(=NC=C3)[C@@H](CC3=CC=CC=C3)NC(C)=O